(3E,5S)-5-(hydroxymethyl)-1-[(2'-methyl-1,1'-biphenyl-4-yl)carbonyl]Pyrrolidine-3-one O-methyloxime CO\N=C/1\CN([C@@H](C1)CO)C(=O)C1=CC=C(C=C1)C1=C(C=CC=C1)C